O[C@@H](CC(=O)OCC)CO Ethyl (S)-3,4-dihydroxybutanoate